tert-butyl (1-(4-bromo-5-chloro-2-methoxyphenyl)butan-2-yl)carbamate BrC1=CC(=C(C=C1Cl)CC(CC)NC(OC(C)(C)C)=O)OC